perfluoro(2-methylpent-2-ene) FC(C(=C(C(C(F)(F)F)(F)F)F)C(F)(F)F)(F)F